NC1=C(C(=O)NCCN2C(NC(C=C2)=O)=O)C=C(C=C1)Cl 2-amino-5-chloro-N-(2-(2,4-dioxo-3,4-dihydropyrimidin-1(2H)-yl)ethyl)benzamide